N-(2-Chloro-6-methylphenyl)-2-[[6-[[[(2S)-1-ethyl-2-pyrrolidinyl]methyl]amino]-2-methyl-4-pyrimidinyl]amino]-5-thiazolecarboxamide ClC1=C(C(=CC=C1)C)NC(=O)C1=CN=C(S1)NC1=NC(=NC(=C1)NC[C@H]1N(CCC1)CC)C